FC(OC=1C=C(C=NC1OC)C1=CC=2N(C=C1)N=C(C2)NC(=O)NC2CCC(CC2)N2CCOCC2)F 1-(5-(5-(difluoromethoxy)-6-methoxypyridin-3-yl)pyrazolo[1,5-A]pyridin-2-yl)-3-((1R,4R)-4-morpholinocyclohexyl)urea